3-amino-N-[2-oxo-2-(propan-2-ylamino)ethyl]-5-{[4-(trifluoromethyl)phenyl]sulfonyl}pyridine-2-carboxamide NC=1C(=NC=C(C1)S(=O)(=O)C1=CC=C(C=C1)C(F)(F)F)C(=O)NCC(NC(C)C)=O